ClC1=C(C=NC=C1)S(=O)(=O)N1CC2(C1)CN(C2)C(=O)N2CC1(C2)CC(C1)N1N=C(N=C1)C1CC1 [2-[(4-chloro-3-pyridinyl)sulfonyl]-2,6-diazaspiro[3.3]heptan-6-yl]-[6-(3-cyclopropyl-1,2,4-triazol-1-yl)-2-azaspiro[3.3]heptan-2-yl]methanone